ClC1=CC=C(C=C1)C=1C=C(C(N(N1)C=1C=NN(C1)C)=O)C(=O)NC(CO)C(C)C 6-(4-chlorophenyl)-N-(1-hydroxy-3-methylbut-2-yl)-2-(1-methyl-1H-pyrazol-4-yl)-3-oxo-2,3-dihydropyridazine-4-carboxamide